(1-(5-bromopentyl)cyclopropyl)methanol BrCCCCCC1(CC1)CO